2-(4-((4-(4-(2-(2-(2-(5-(tert-butyl)-2-hydroxy-4-(4-oxo-1,4-dihydroquinoline-3-carboxamido)phenoxy)ethoxy)ethoxy)ethoxy)phenyl)piperidin-1-yl)sulfonyl)benzamido)acetic acid C(C)(C)(C)C=1C(=CC(=C(OCCOCCOCCOC2=CC=C(C=C2)C2CCN(CC2)S(=O)(=O)C2=CC=C(C(=O)NCC(=O)O)C=C2)C1)O)NC(=O)C1=CNC2=CC=CC=C2C1=O